(S)-(1-(7-(((cyclopropylmethyl)amino)methyl)-4-((1-(3,4,5-trimethoxyphenyl)-1H-imidazol-4-yl)amino)pyrrolo[2,1-f][1,2,4]triazin-2-yl)pyrrolidin-2-yl)methanol C1(CC1)CNCC1=CC=C2C(=NC(=NN21)N2[C@@H](CCC2)CO)NC=2N=CN(C2)C2=CC(=C(C(=C2)OC)OC)OC